(((((2r,3s,4r,5r)-5-cyano-3,4-dihydroxy-5-(4-(((pentyloxy) carbonyl) amino) pyrrolo[2,1-f][1,2,4]triazin-7-yl) tetrahydrofuran-2-yl) methoxy) (phenoxy) phosphoryl) amino) propionate C(CC)(=O)ONP(=O)(OC1=CC=CC=C1)OC[C@H]1O[C@]([C@@H]([C@@H]1O)O)(C1=CC=C2C(=NC=NN21)NC(=O)OCCCCC)C#N